NC1=NC=CC=C1C1=NC=2C(=NC(=CC2)N2N=CC=C2)N1C=1C=C2CCC(C2=CC1)C(=O)N1CCN(CC1)C(=O)OC(C)(C)C tert-butyl 4-(5-(2-(2-aminopyridin-3-yl)-5-(1H-pyrazol-1-yl)-3H-imidazo[4,5-b]pyridin-3-yl)-2,3-dihydro-1H-indene-1-carbonyl)piperazine-1-carboxylate